3-ethoxy-3,5-androstadiene C(C)OC1=CC2=CC[C@H]3[C@@H]4CCC[C@@]4(C)CC[C@@H]3[C@]2(CC1)C